N-(4,4-difluorocyclohexyl)-4-(1-{[8-(2,2-dimethylpropyl)-7-oxo-pyrido[2,3-d]pyrimidin-2-yl]amino}ethyl)-2-fluorobenzamide FC1(CCC(CC1)NC(C1=C(C=C(C=C1)C(C)NC=1N=CC2=C(N1)N(C(C=C2)=O)CC(C)(C)C)F)=O)F